6-(6-(2-hydroxypropan-2-yl)pyridin-3-yl)-4-phenethyl-3,4-dihydropyrazino[2,3-b]pyrazin OC(C)(C)C1=CC=C(C=N1)C=1N=C2C(=NC1)N=CCN2CCC2=CC=CC=C2